3-((4-(5-(chlorodifluoromethyl)-1,2,4-oxadiazol-3-yl)benzyl)(methyl)amino)-4-(((1-methyl-1H-1,2,4-triazol-3-yl)methyl)amino)cyclobut-3-ene-1,2-dione ClC(C1=NC(=NO1)C1=CC=C(CN(C=2C(C(C2NCC2=NN(C=N2)C)=O)=O)C)C=C1)(F)F